(5-cyano-2-methoxyphenyl)boric acid C(#N)C=1C=CC(=C(C1)OB(O)O)OC